(4-aminopiperidin-1-yl)[(3bR,4aR)-1-(2-{cis-4-[(3-methylpyridin-2-yl)oxy]cyclohexyl}ethyl)-3b,4,4a,5-tetrahydro-1H-cyclopropa[3,4]cyclopenta[1,2-c]pyrazol-3-yl]methanone NC1CCN(CC1)C(=O)C=1C2=C(N(N1)CC[C@@H]1CC[C@@H](CC1)OC1=NC=CC=C1C)C[C@@H]1[C@H]2C1